2-[2-(4-amino-phenyl)-benzimidazol-1-yl]-2,N-dicyclohexyl-acetamide NC1=CC=C(C=C1)C1=NC2=C(N1C(C(=O)NC1CCCCC1)C1CCCCC1)C=CC=C2